NC=1C(N(C=CC1)C1CCC2(COC2)CC1)=O 3-amino-1-(2-oxaspiro[3.5]non-7-yl)pyridin-2(1H)-one